C1(=CC=CC=C1)C1CCC(CC1)C1=C(C(NC(N1)=O)=O)CC1=CC(=CC=C1)C(F)(F)F 6-(4-phenylcyclohexyl)-5-[[3-(trifluoromethyl)phenyl]methyl]-1H-pyrimidine-2,4-dione